stearic acid tin [Sn].C(CCCCCCCCCCCCCCCCC)(=O)O